1-(5-(3-hydroxyprop-1-yn-1-yl)pyrazolo[1,5-a]pyridin-3-yl)-3-((2-(trimethylsilyl)ethoxy)methyl)dihydropyrimidine-2,4(1H,3H)-dione OCC#CC1=CC=2N(C=C1)N=CC2N2C(N(C(CC2)=O)COCC[Si](C)(C)C)=O